BrC=1C=C(C(=O)Cl)C=CC1 3-bromobenzoyl chloride